C(C=C)(=O)OCCCCCCCCC[SiH2]C(Cl)Cl acryloxynonyldichloromethylsilane